2-Cyano(4-ethoxyphenyl)-3-(3-(4-methyl-1H-imidazol-1-yl)propyl)guanidin C(#N)N=C(NC1=CC=C(C=C1)OCC)NCCCN1C=NC(=C1)C